CC1=NOC(=C1C1=CC(=C2C=3N(C(COC31)C=3C=NC=CC3)C(=N2)NCC)F)C 7-(3,5-Dimethylisoxazol-4-yl)-N-ethyl-9-fluoro-4-pyridin-3-yl-4,5-dihydroimidazo[1,5,4-de][1,4]benzoxazin-2-amine